tert-Butyl N-[(tert-butoxy)carbonyl]-N-[1-methyl-4-(4,4,5,5-tetramethyl-1,3,2-dioxaborolan-2-yl)-1H-1,3-benzodiazol-2-yl]carbamate C(C)(C)(C)OC(=O)N(C(OC(C)(C)C)=O)C1=NC2=C(N1C)C=CC=C2B2OC(C(O2)(C)C)(C)C